[(N-cyclohexylamino)methyl]-methyldiethoxysilane C1(CCCCC1)NC[Si](OCC)(OCC)C